(2S)-2-(methylamino)propanamide CN[C@H](C(=O)N)C